C1(=CC=C(C=C1)SC1=CC=C(C(=O)C2=CC=CC=C2)C=C1)C 4-(4-tolylthio)benzophenone